glycyl-phenylalanyl-leucyl-glycine NCC(=O)N[C@@H](CC1=CC=CC=C1)C(=O)N[C@@H](CC(C)C)C(=O)NCC(=O)O